((2R,3S,4R,5S)-5-(4-aminopyrrolo[2,1-f][1,2,4]triazin-7-yl)-2-cyano-3,4-dihydroxytetrahydrofuran-2-yl)methyl methyl carbonate C(OC[C@]1(O[C@H]([C@@H]([C@@H]1O)O)C1=CC=C2C(=NC=NN21)N)C#N)(OC)=O